CS(=O)(=O)OCCCC(C#N)C1=CC=C(C=C1)Br 4-(4-bromophenyl)-4-cyanobutanol methanesulfonate